Cl.Cl.COC1=CC=C(C=N1)[C@@H](C)N (1R)-1-(6-Methoxypyridin-3-yl)ethan-1-amine dihydrochloride